C(=O)(OCC1C2=CC=CC=C2C2=CC=CC=C12)NC(C1=C(C=C(C=C1)OC)OC)C1=CC=C(C=C1)OCC(=O)O Fmoc-2,4-dimethoxy-4'-(carboxymethyloxy)-benzhydrylamine